Cl[Si]1(C[Si](C1)(C)Cl)C 1,3-dichloro-1,3-dimethyl-1,3-disilacyclobutane